di(2,3-dimethylbutyl) phthalate di(3-methylbutyl)phthalate CC(CCOC(C=1C(C(=O)OCCC(C)C)=CC=CC1)=O)C.C(C=1C(C(=O)OCC(C(C)C)C)=CC=CC1)(=O)OCC(C(C)C)C